N-(3-((3-(9H-purin-6-yl)pyridin-2-yl)amino)-5-fluoro-4-methylphenyl)-2-(1-fluorocyclopropyl)isonicotinamide N1=CN=C2NC=NC2=C1C=1C(=NC=CC1)NC=1C=C(C=C(C1C)F)NC(C1=CC(=NC=C1)C1(CC1)F)=O